4-nitro-1,3-dimethylbenzene [N+](=O)([O-])C1=C(C=C(C=C1)C)C